COC1=CC(=NC=C1)/C=C/C(=O)OC methyl (E)-3-(4-methoxypyridin-2-yl)acrylate